3-fluoro-2-(2-ethylhexyl)-thiophene FC1=C(SC=C1)CC(CCCC)CC